BrC1=C2C(=NC=C1)NC(=N2)C=2C=NN(C2C)C 7-Bromo-2-(1,5-dimethyl-1H-pyrazol-4-yl)-3H-imidazo[4,5-b]pyridine